BrC1=NC=C(C=C1)C(C)(F)F 2-bromo-5-(1,1-difluoroethyl)pyridine